O=S1(CCN(CC1)C(=O)C=1C=C2C(C=3C=CC=C(C3C(C2=CC1)=O)OC)=O)=O 6-(1,1-dioxidothiomorpholine-4-carbonyl)-1-methoxyanthracene-9,10-dione